2-(3,5-dichloro-4-((6-oxo-1-phenyl-1,6-dihydropyridin-3-yl)oxy)phenyl)-6-(Fluoromethyl)-1,2,4-triazine-3,5(2H,4H)-dione ClC=1C=C(C=C(C1OC1=CN(C(C=C1)=O)C1=CC=CC=C1)Cl)N1N=C(C(NC1=O)=O)CF